C(#N)CC1(CCN(CC1)CC1=CC(=CC(=C1)NS(=O)(=O)C)F)N1N=C(C(=C1)C(=O)N)NC(=O)C1CC1 1-[4-(cyanomethyl)-1-[[3-fluoro-5-(methanesulfonamido)phenyl]methyl]-4-piperidyl]-3-(cyclopropanecarbonylamino)pyrazole-4-carboxamide